C1(CC1)CC=1N=NN(N1)CC1=C(N=NN1C)C1=CC=C(C=N1)O[C@@H]1C[C@H](CCC1)C(=O)OC(C)C Isopropyl (1S,3S)-3-((6-(5-((5-(cyclopropylmethyl)-2H-tetrazol-2-yl)methyl)-1-methyl-1H-1,2,3-triazol-4-yl)pyridin-3-yl)oxy)cyclohexane-1-carboxylate